[1,1'-biphenyl]-4-yl-(phenyl)phosphorus oxide C1(=CC=C(C=C1)[P](C1=CC=CC=C1)=O)C1=CC=CC=C1